2,4-Dimethyladipic acid CC(C(=O)O)CC(CC(=O)O)C